O=S1(NC2(CN(C2)C(=O)N2CC(C2)C2=CC=C(C=C2)N2N=C(C=C2C)C(F)(F)F)CC1)=O (6,6-dioxo-6lambda6-thia-2,5-diazaspiro[3.4]octan-2-yl)-[3-[4-[5-methyl-3-(trifluoromethyl)pyrazol-1-yl]phenyl]azetidin-1-yl]methanone